bromobenzylcyanide C1=CC=C(C=C1)C(C#N)Br